(2-amino-5-bromo-6-(4-fluorophenyl)pyrimidin-4-yl)-2-(3-fluoropyridin-2-yl)acetylHydrazine NC1=NC(=C(C(=N1)N(N)C(CC1=NC=CC=C1F)=O)Br)C1=CC=C(C=C1)F